C(C)(C)(C)CC(=O)O.C(C)(=O)OC(C)(C)C t-butyl acetate (t-butyl acetate)